CC1CN(CCC1)CC=1C=C(C=2N(C1)C=CN2)C(=O)N 6-((3-methylpiperidin-1-yl)methyl)imidazo[1,2-a]pyridine-8-carboxamide